4-methoxybicyclo[3.2.1]-3-octene COC1=CCC2CCC1C2